FC1([C@@H](O[C@@H]([C@H]1O)CO)N1C(N=C(C=C1)NC(CCCCC(=O)OCC=O)=O)=O)F 2-oxoethyl 6-((1-((2R,4R,5R)-3,3-difluoro-4-hydroxy-5-(hydroxymethyl) tetrahydrofuran-2-yl)-2-oxo-1,2-dihydropyrimidin-4-yl) amino)-6-oxohexanoate